3-[(1R)-1-(4,4-diethyl-2-imino-6-oxo-hexahydropyrimidin-1-yl)butyl]-N-(3-hydroxychroman-4-yl)benzamide C(C)C1(NC(N(C(C1)=O)[C@H](CCC)C=1C=C(C(=O)NC2C(COC3=CC=CC=C23)O)C=CC1)=N)CC